ClC1=NC(=C2C(=N1)NN=C2)C#N 6-Chloro-1H-pyrazolo[3,4-d]pyrimidine-4-carbonitrile